[4-(2,5-dioxo-imidazolidin-4-yl)phenyl]boronic acid O=C1NC(C(N1)C1=CC=C(C=C1)B(O)O)=O